FC(CN(C1=NC=2N(C3=CC=C(C=C13)F)C=NN2)C2=CC(=NC=C2)C#CC2(CC2)C)F N-(2,2-difluoroethyl)-7-fluoro-N-(2-((1-methylcyclopropyl)ethynyl)pyridin-4-yl)-[1,2,4]triazolo[4,3-a]quinazolin-5-amine